chroman-6-carboxylic acid [2-(cyclopropyl-oxetan-3-yl-amino)-benzooxazol-5-yl]-amide C1(CC1)N(C=1OC2=C(N1)C=C(C=C2)NC(=O)C=2C=C1CCCOC1=CC2)C2COC2